bis(3-aminopropyl)diethylamine NCCCC(CNCC)CCCN